BrC1=C2C=CC=C(C2=CC=C1)OB(O)O (5-bromonaphthalen-1-yl)boric acid